BrC=1C(=C(C=NC1)OC1=C(C=C(C=O)C=C1)F)C 4-[(5-bromo-4-methyl-3-pyridinyl)oxy]-3-fluoro-benzaldehyde